COC=1C=C(CN(C2=CC=C(C=C2)CN2CCN(CC2)C)CC2=CC(=CC=C2)OC)C=CC1 N,N-bis(3-methoxybenzyl)-4-((4-methylpiperazin-1-yl)methyl)aniline